C(CCCCC)C(C(=O)OCCC(CCOC(C(CCCCCCCC)CCCCCC)=O)N1CCC2(CC1)CCN(CC2)CCCCO)CCCCCCCC.FC2=C(C(=O)NO)C=C(C=C2)C2=NC1=CC=C3C(=C1C=1CCCCC21)C=NN3 2-Fluoro-N-hydroxy-5-(8,9,10,11-tetrahydro-3H-pyrazolo[4,3-a]phenanthridin-7-yl)benzamide 3-(9-(4-hydroxybutyl)-3,9-diazaspiro[5.5]undecan-3-yl)pentane-1,5-diyl bis(2-hexyldecanoate)